O=C1C(=C(C=NN1COCC[Si](C)(C)C)N[C@H](CONC(=O)NC1CCN(CC1)C1=NC=C(C=N1)C(F)(F)F)C)C(F)(F)F (S)-1-(2-((6-oxo-5-(Trifluoromethyl)-1-((2-(trimethylsilyl)ethoxy)methyl)-1,6-dihydropyridazin-4-yl)amino)propoxy)-3-(1-(5-(trifluoromethyl)pyrimidin-2-yl)piperidin-4-yl)urea